isopentenyl-aminopurine CC(=C)CCC1=NC2=NC(=NC=C2N1)N